6-phenyl-5,6,7,8-tetrahydropterin C1(=CC=CC=C1)C1NC=2C(NC(=NC2NC1)N)=O